O1C2C(CC=C1)S2 pyran sulfide